4-(2-fluoropropan-2-yl)-2-[(2-methylpyridin-3-yl)amino]benzonitrile FC(C)(C)C1=CC(=C(C#N)C=C1)NC=1C(=NC=CC1)C